CN(CCOCCOC1=C(C=C2C(=NC=NC2=C1)NC1=C(C=CC(=C1)C=1OC=CC1)OC)OC1CCN(CC1)C(C=C)=O)C 1-(4-((7-(2-(2-(dimethylamino)ethoxy)ethoxy)-4-((5-(furan-2-yl)-2-methoxyphenyl)amino)quinazolin-6-yl)oxy)piperidin-1-yl)prop-2-en-1-one